ClC1=C(C=C(C=N1)OCC(=O)N[C@H]1CC[C@@H](N(C1)C(=O)OC(C)(C)C)C=1OC(=NN1)C1=CC=C(C=C1)Cl)F tert-butyl (2R,5S)-5-{2-[(6-chloro-5-fluoropyridin-3-yl)oxy]acetamido}-2-[5-(4-chlorophenyl)-1,3,4-oxadiazol-2-yl]piperidine-1-carboxylate